FC1=CC=C(C=C1)C(N1CCN(CC1)C1=C(C(N(C2=CC=C(N=C12)C#N)C)=O)B(O)O)C1=CC=C(C=C1)F (4-(4-(bis(4-fluorophenyl)methyl)piperazin-1-yl)-6-cyano-1-methyl-2-oxo-1,2-dihydro-1,5-naphthyridin-3-yl)boronic acid